2-(dimethylamino)-5-sulfamoylquinolin-7-yl-acetamide CN(C1=NC2=CC(=CC(=C2C=C1)S(N)(=O)=O)CC(=O)N)C